2,3-dichloro-N-(2-((1r,4r)-4-formylcyclohexyl)-6-(2-hydroxypropan-2-yl)-2H-indazol-5-yl)benzamide ClC1=C(C(=O)NC2=CC3=CN(N=C3C=C2C(C)(C)O)C2CCC(CC2)C=O)C=CC=C1Cl